ClC1=C(C=C(C=C1)F)C(=O)C1=C(C=2C=NNC2C=C1NCC1=C(C=C(C=C1)OC)OC)C#N 5-[(2-chloro-5-fluorophenyl)carbonyl]-6-{[(2,4-dimethoxyphenyl)methyl]amino}-1H-indazole-4-carbonitrile